N1=CNC2=C1C=CC=C2 benzo-imidazole